C1(CCCC1)N1CN=CC=2C1=NC(=NC2)NC2=C(C=C(C=C2)N2CCN(CC2)C)OCC 1-Cyclopentyl-7-((2-ethoxy-4-(4-methylpiperazin-1-yl)phenyl)amino)pyrimido[4,5-d]pyrimidine